3-[6-(difluoromethoxy)-1,2-benzothiazol-5-yl]-1H-pyrazol-4-amine FC(OC1=CC2=C(C=NS2)C=C1C1=NNC=C1N)F